(R)-N-(1-(3-(2-(ethylamino)pyridin-4-yl)isoxazol-5-yl)ethyl)-3-isopropyl-1-methyl-1H-pyrazole-5-carboxamide C(C)NC1=NC=CC(=C1)C1=NOC(=C1)[C@@H](C)NC(=O)C1=CC(=NN1C)C(C)C